ClC1=C(C=C(C=C1)Cl)C1=C(C=NN1C)NC(=O)C=1C=NN2C1N=CC=C2 N-(5-(2,5-dichlorophenyl)-1-methyl-1H-pyrazol-4-yl)pyrazolo[1,5-a]pyrimidine-3-carboxamide